ClCCCOC1=CC=C(OC2=C(C=C3C=NN(C3=C2)C2CC2)C(=O)N)C=C1 6-[4-(3-chloropropoxy)phenoxy]-1-cyclopropyl-indazole-5-carboxamide